[Si](O)(O)(O)O.[Ni] nickel-silicon hydroxide